FC1=C(C=CC(=C1C1=CC=C2C(=NNC2=C1F)C=1NC=CN1)F)NS(=O)(=O)C=1C(=NN(C1)C)OC N-(2,4-difluoro-3-(7-fluoro-3-(1H-imidazol-2-yl)-1H-indazol-6-yl)phenyl)-3-methoxy-1-methyl-1H-pyrazole-4-sulfonamide